C1(CC(C(CC1)C(C)C)NC=1C(C(=O)O)=CC=CC1)C.C1(CC(C(CC1)C(C)C)OC(C1=C(C=CC=C1)N)=O)C menthyl-o-aminobenzoate (menthyl anthranilate)